2-[1H-benzimidazol-2-yl-(5-fluoro-2-hydroxy-phenyl)methyl]-8-fluoro-6-[4-(1-methyl-4-piperidyl)phenyl]-isoquinolin-1-one N1C(=NC2=C1C=CC=C2)C(N2C(C1=C(C=C(C=C1C=C2)C2=CC=C(C=C2)C2CCN(CC2)C)F)=O)C2=C(C=CC(=C2)F)O